cyclopropyl-2-(4-fluorophenyl)-6-methyl-7H-pyrrolo[2,3-d]pyrimidin-4-amine C1(CC1)C1=C(NC=2N=C(N=C(C21)N)C2=CC=C(C=C2)F)C